COC1=C(OC=2C(=NC(=NC2O)CC2=C(C=CC=C2)C)O)C=CC=C1 5-(2-methoxyphenoxy)-2-(2-methylbenzyl)pyrimidine-4,6-diol